tert-butyl 4-{3-carbamoyl-2-[4-(3-methoxyphenoxy)phenyl]-4,5,6,7-tetrahydro-2H-pyrazolo[4,3-b]pyridin-7-yl}piperidine-1-carboxylate C(N)(=O)C=1N(N=C2C1NCCC2C2CCN(CC2)C(=O)OC(C)(C)C)C2=CC=C(C=C2)OC2=CC(=CC=C2)OC